C(CCCCCCCCCCC)C=1C(=C(C=CC1)S(=O)(=O)[O-])OC1=C(C=CC=C1)S(=O)(=O)O.[Na+].[Na+].C(CCCCCCCCCCCCCCCCC)[C@]1(O)[C@H](O)[C@@H](O)[C@H](O)[C@H](O1)CO.C(CCCCCCCCCCC)C=1C(=C(C=CC1)S(=O)(=O)[O-])OC1=C(C=CC=C1)S(=O)(=O)O 1-octadecyl-beta-D-glucose Disodium dodecyl(sulfophenoxy)-benzenesulfonate